2-methoxybutane COC(C)CC